2-(6-{[(5R,7S)-5-methyl-4-azaspiro[2.5]octan-7-yl]oxy}pyridazin-3-yl)-5-[1-(2H3)methyl-1H-pyrazol-4-yl]pyridin-3-ol C[C@H]1NC2(CC2)C[C@H](C1)OC1=CC=C(N=N1)C1=NC=C(C=C1O)C=1C=NN(C1)C([2H])([2H])[2H]